[8-(1-octylnonoxy)-8-oxo-octyl](2S,4R)-4-azidopyrrolidine-2-carboxylate C(CCCCCCC)C(CCCCCCCC)OC(CCCCCCCOC(=O)[C@H]1NC[C@@H](C1)N=[N+]=[N-])=O